C1=CC=C(C(=C1)C(F)(F)F)[N+](=O)[O-] nitrobenzotrifluoride